N-[7-(3,6-Dihydro-2H-pyran-4-yl)-4-methoxy-thiazolo[4,5-c]pyridin-2-yl]-4-(4-hydroxy-4-methyl-piperidine-1-carbonyl)-benzamide O1CCC(=CC1)C=1C2=C(C(=NC1)OC)N=C(S2)NC(C2=CC=C(C=C2)C(=O)N2CCC(CC2)(C)O)=O